1,3,5-tris(di(buta-1,3-dien-1-yl)bismuthanyl)benzene C(=CC=C)[Bi](C1=CC(=CC(=C1)[Bi](C=CC=C)C=CC=C)[Bi](C=CC=C)C=CC=C)C=CC=C